C(C)(C)(C)OC(=O)N(CC12CC(C1)(C2)F)C=2N(C1=CC=CC=C1C2)C(=O)[O-] ((tert-butoxycarbonyl)((3-fluorobicyclo[1.1.1]pentan-1-yl)methyl)amino)-1H-indole-1-carboxylate